C(=O)(O)[C@H]1N(C[C@@H](C1)O)C(=O)OCC1=CC=C(C=C1)[N+](=O)[O-] (2S,4R)-2-carboxyl-4-hydroxy-1-p-nitrocarbobenzoxypyrrolidine